Cl.N1=C(N=CC=C1)[C@H](C)N (S)-1-(pyrimidin-2-yl)ethylamine hydrochloride